COC1=C(C=CC=C1)NS(=O)(=O)C1=CC=C(C=C1)NC(=O)C1=CC2=C(OCCO2)C=C1 N-(4-(N-(2-methoxyphenyl)sulfamoyl)phenyl)-2,3-dihydrobenzo[b][1,4]dioxine-6-carboxamide